C(C)N1CCN(CC1)C=1C(=CC(=C(C(=O)OCC)C1)[N+](=O)[O-])C ethyl 5-(4-ethylpiperazin-1-yl)-4-methyl-2-nitrobenzoate